BrC=1C=C(C=C(C1)OC)S(=O)(=O)C1=CN=C(S1)CNC(OC(C)(C)C)=O tert-Butyl ((5-((3-bromo-5-methoxyphenyl)sulfonyl)thiazol-2-yl)methyl)carbamate